(3-(trifluoromethyl)phenyl)hydrazine FC(C=1C=C(C=CC1)NN)(F)F